COC(CC(=O)C(F)(F)F)=O Methyltrifluoroacetoacetate